8-(2,3-dichlorophenyl)-4-oxo-1,4-dihydro-1,6-naphthyridine-3-carboxylic acid ClC1=C(C=CC=C1Cl)C=1C=NC=C2C(C(=CNC12)C(=O)O)=O